BrC=1C=C2CCC(NC2=CC1OC)=O 6-bromo-7-methoxy-3,4-dihydro-1H-quinolin-2-one